tert-butyl (1R,2S,3S,6R,7S)-3-{[(2S)-1-methoxy-1-oxo-3-[(3S)-2-oxopyrrolidin-3-yl]propan-2-yl]carbamoyl}-5-(2,2,2-trifluoroethoxy)-4-azatricyclo[5.2.1.0^{2,6}]dec-8-ene-4-carboxylate COC([C@H](C[C@H]1C(NCC1)=O)NC(=O)[C@@H]1[C@H]2[C@H]3C=C[C@@H]([C@H]2C(N1C(=O)OC(C)(C)C)OCC(F)(F)F)C3)=O